C(C)C1=C(C=CC(=C1)O)N=C(N)C1=C(C=2N(N=C1)C=C(C2)C2=CC=CC=C2)NC2C(CCCC2)C N'-(2-ethyl-4-hydroxy-phenyl)-4-[(2-methylcyclohexyl)amino]-6-phenyl-pyrrolo[1,2-b]pyridazine-3-carboxamidine